C(C)(C)(C)OC(=O)N1C2CN(C(CC1)CC2)CC2=C(N=C1N2C=CC=N1)C1=CC=C(C=C1)Cl.FC(C(OC1=CC=C(C=N1)C=1N=CC(=NC1)NN)C)F [5-[6-(2,2-difluoro-1-methyl-ethoxy)-3-pyridyl]pyrazin-2-yl]hydrazine tert-Butyl-6-{[2-(4-chlorophenyl)imidazo[1,2-a]pyrimidin-3-yl]methyl}-2,6-diazabicyclo[3.2.2]nonane-2-carboxylate